FC1=C(C(=C(C=C1C1=NN(C2=C1C=NC(=C2)N2C1(CC1)COCC2)C)C(F)(F)F)F)O 2,6-difluoro-3-[1-methyl-6-(7-oxa-4-azaspiro[2.5]oct-4-yl)pyrazolo[4,5-c]pyridin-3-yl]-5-(trifluoromethyl)phenol